N-((1S)-1-((1r,4S)-4-ethylcyclohexyl)-2-((2-(methoxymethyl)-2-(6-oxo-5,7-diazaspiro[2.5]octan-5-yl)-2,3-dihydro-1H-inden-5-yl)amino)-2-oxoethyl)-1-methyl-1H-pyrazole-5-carboxamide C(C)C1CCC(CC1)[C@@H](C(=O)NC=1C=C2CC(CC2=CC1)(N1CC2(CC2)CNC1=O)COC)NC(=O)C1=CC=NN1C